5-(benzyloxy)-3-(3-fluorophenethyl)-2,3-dihydro-1H-pyrido[2,1-f][1,2,4]triazine-4,6-dione C(C1=CC=CC=C1)OC=1C(C=CN2NCN(C(C21)=O)CCC2=CC(=CC=C2)F)=O